BrC=1C=CC(=C(C#N)C1)C1=NNC=C1 5-bromo-2-(1H-pyrazol-3-yl)benzonitrile